ClC1=C(C(=CC=C1)Cl)NC=1NCC(N1)C (2,6-dichloro-phenyl)-(4-methyl-4,5-dihydro-1H-imidazol-2-yl)-amine